2-(3,4-dimethylphenyl)-1,2-dihydro-5-methyl-3H-pyrazol-3-one CC=1C=C(C=CC1C)N1NC(=CC1=O)C